P(=O)(O)(O)CCCCCCCCCCCO 11-phosphono-1-undecanol